The molecule is a sulfoglycolipid in which alpha,alpha-trehalose, sulfated at the 2'-position, is acylated at the 2-position with palmitic acid, and at the 3-position with (2E,4R)-2,4-dimethyldocos-2-enoic acid. It is a sulfoglycolipid and a polyacyl alpha,alpha-trehalose derivative. It derives from an alpha,alpha-trehalose. CCCCCCCCCCCCCCCCCC[C@@H](C)/C=C(\\C)/C(=O)O[C@H]1[C@@H]([C@H](O[C@@H]([C@@H]1OC(=O)CCCCCCCCCCCCCCC)O[C@@H]2[C@@H]([C@H]([C@@H]([C@H](O2)CO)O)O)OS(=O)(=O)O)CO)O